8-(6-(3,3-difluoroazetidin-1-yl)pyridin-3-yl)-6-oxo-3,4-dihydro-2H,6H-pyrimido[2,1-b][1,3]thiazine-7-carbonitrile FC1(CN(C1)C1=CC=C(C=N1)C=1N=C2SCCCN2C(C1C#N)=O)F